7-chloro-8-((triisopropylsilyl)ethynyl)naphthalene-1,3-diol ClC1=CC=C2C=C(C=C(C2=C1C#C[Si](C(C)C)(C(C)C)C(C)C)O)O